C(CCCCCCC\C=C/C\C=C\CCCCC)(=O)O (9Z,12E)-octadeca-9,12-dienoic acid